FC(C(C)(O)C1=CC=2C(=NC(=CC2)C2=CC=3C(N=C2)=NN(C3)C)S1)(F)F 1,1,1-trifluoro-2-(6-(2-methyl-2H-pyrazolo[3,4-b]pyridin-5-yl)thieno[2,3-b]pyridin-2-yl)-2-propanol